C(#N)[C@@H](C)NC1=CC(=NC=C1N1N=NC(=C1)C12CCC(CC1)(C2)CCOC2OCCCC2)N2N=CC=1C2=NC=C(C1)C#N 1-(4-(((R)-1-cyanoethyl)amino)-5-(4-(4-(2-((tetrahydro-2H-pyran-2-yl)oxy)ethyl)bicyclo[2.2.1]heptan-1-yl)-1H-1,2,3-triazol-1-yl)pyridin-2-yl)-1H-pyrazolo[3,4-b]pyridine-5-carbonitrile